COC/C=C/C(=O)Cl (E)-4-Methoxybut-2-enoyl chloride